N1(C=NC=2C=NC=CC21)[C@@H]2C[C@@H](CCC2)NC2=NC=C(C(=N2)C=2C=NN(C2)CC(F)F)C(F)(F)F N-((1R,3S)-3-(1H-Imidazo[4,5-c]pyridin-1-yl)cyclohexyl)-4-(1-(2,2-difluoroethyl)-1H-pyrazol-4-yl)-5-(trifluoromethyl)pyrimidin-2-amine